BrC(C(=O)NC=1N=NC(=CC1)OCC1CC1)C 2-bromo-N-(6-(cyclopropylmethoxy)pyridazin-3-yl)propionamide